(2S)-cyclopentyl 2-(((((2R,3S,4R,5S)-5-(4-aminopyrrolo[2,1-f][1,2,4]triazin-7-yl)-2-cyano-3,4-dihydroxytetrahydrofuran-2-yl)methoxy)(phenoxy)phosphoryl)amino)propanoate NC1=NC=NN2C1=CC=C2[C@H]2[C@@H]([C@@H]([C@@](O2)(C#N)COP(=O)(OC2=CC=CC=C2)N[C@H](C(=O)OC2CCCC2)C)O)O